FC(C(=O)N1CC(C1)C1=NN(C2=NC=CC(=C21)N2CC(C2)(CO)F)C2=CC=C(C=C2)OC(F)(F)F)=C 2-fluoro-1-(3-(4-(3-fluoro-3-(hydroxymethyl)azetidin-1-yl)-1-(4-(trifluoromethoxy)phenyl)-1H-pyrazolo[3,4-b]pyridin-3-yl)azetidin-1-yl)prop-2-en-1-one